CS(=O)(=O)C=1C=CC(=NC1)C(=O)N 5-(methylsulfonyl)pyridinecarboxamide